N,N-bis(2-acetoxyethyl)-2-(methoxycarbonyl)ethylamine C(C)(=O)OCCN(CCOC(C)=O)CCC(=O)OC